(E)-3-(4-((2-(benzothien-5-ylamino)pyrimidin-4-yl)oxy)-3,5-dimethylphenyl)acrylonitrile S1C=CC2=C1C=CC(=C2)NC2=NC=CC(=N2)OC2=C(C=C(C=C2C)/C=C/C#N)C